C1(CC1)CNC(=O)C1=CC=C(CC=2C=C3C(N(C=NC3=C(C2C)C)[C@H]2CCOC[C@@H]2O)=O)C=C1 1,5-anhydro-3-(6-(4-((cyclopropylmethyl)carbamoyl)-benzyl)-7,8-dimethyl-4-oxoquinazolin-3(4H)-yl)-2,3-dideoxy-L-threo-pentitol